ClC1=CC(=C(C=C1)N1CCNCC1)F 1-(4-chloro-2-fluorophenyl)piperazine